The molecule is a diastereoisometic mixture containing (2S,4R)- and (2S,4S)-hypoglycin B. A metabolite of hypoglycin A found in unripe ackee fruit. It has a role as a phytotoxin and a plant metabolite. It contains a (2S,4R)-hypoglycin B and a (2S,4S)-hypoglycin B. C=C1CC1C[C@@H](C(=O)O)NC(=O)CC[C@@H](C(=O)O)N